FC(C(F)(F)F)(C=1C=2C=CC=3N(C2N=C(C1)C1=CC=CC=C1)C=C(N3)C(=O)OCC)F ethyl 4-(perfluoroethyl)-2-phenylimidazo[1,2-a][1,8]naphthyridine-8-carboxylate